ClC1=CN=C2N1C=C(C=C2)C2=NNC=C2C2=CC=C(C=C2)F 3-chloro-6-[4-(4-fluorophenyl)-1H-pyrazol-3-yl]imidazo[1,2-a]pyridine